6-(1-methyl-6-oxopiperidin-3-yl)-4-phenylisoindoline-2-carbonitrile CN1CC(CCC1=O)C1=CC(=C2CN(CC2=C1)C#N)C1=CC=CC=C1